BrC=1C(=NC=CC1)OC=1C=CC(=C(C=O)C1)C1CN(CC1)C1=NC=C(C=C1)F 5-(3-bromopyridin-2-yloxy)-2-(1-(5-fluoropyridin-yl)pyrrolidin-3-yl)benzaldehyde